C(C1=CC=CC=C1)[C@@H]1N(C(OC1)=O)C(C[C@H](CCCCCO[Si](C1=CC=CC=C1)(C1=CC=CC=C1)C(C)(C)C)O)=O (S)-4-benzyl-3-((S)-8-((tert-butyldiphenylsilyl)oxy)-3-hydroxyoctanoyl)oxazolidin-2-one